3-(trans-3-(4-(7-bromoquinoxalin-2-yl)-1H-pyrazol-1-yl)cyclobutyl)acrylonitrile BrC1=CC=C2N=CC(=NC2=C1)C=1C=NN(C1)[C@@H]1C[C@H](C1)C=CC#N